FC(C=1N=COC1C(=O)N1[C@@H](C2=C(CC1)NC=N2)C=2OC1=C(N2)C=C(C=C1)C)F (S)-(4-(difluoromethyl)oxazol-5-yl)(4-(5-methylbenzo[d]oxazol-2-yl)-6,7-dihydro-1H-imidazo[4,5-c]pyridin-5(4H)-yl)methanone